5-(1-((5-bromo-6-methoxypyridin-2-yl)amino)ethylidene)-2,2-dimethyl-1,3-dioxane-4,6-dione BrC=1C=CC(=NC1OC)NC(C)=C1C(OC(OC1=O)(C)C)=O